(3-chlorophenyl)-3-{[2-(4-chlorophenyl)imidazo[1,2-a]pyrimidin-3-yl]methyl}-3,8-diazabicyclo[3.2.1]octane-8-carboxamide ClC=1C=C(C=CC1)C12CN(CC(CC1)N2C(=O)N)CC2=C(N=C1N2C=CC=N1)C1=CC=C(C=C1)Cl